2,4-dichloro-5-(((1-fluorocyclopropyl)methoxy)methyl)pyrimidine ClC1=NC=C(C(=N1)Cl)COCC1(CC1)F